NC=1C=C2C(=CN=C(C2=CN1)NC)C=1OC2=C(N1)C(=CC=C2)N(C(OC(C)(C)C)=O)C tert-butyl N-[2-[6-amino-1-(methylamino)-2,7-naphthyridin-4-yl]-1,3-benzoxazol-4-yl]-N-methyl-carbamate